ClC1=C(C(=C(C=C1)NS(=O)(=O)CCC)F)NC=1C(=C2C(N(C=NC2=CC1)C)=O)C N-(4-chloro-3-((3,5-dimethyl-4-oxo-3,4-dihydroquinazolin-6-yl)amino)-2-fluorophenyl)propane-1-sulfonamide